ethyl (methylthio)acetate CSCC(=O)OCC